OC1=C(C=CC(=C1)OCC(=O)OCC)C1=NC(=NC(=N1)C1=C(C=C(C=C1)OCC(=O)OCC)O)C1=C(C=C(C=C1)OCC(=O)OCC)O 2,4,6-tris(2'-hydroxy-4'-ethoxycarbonylmethoxyphenyl)-1,3,5-triazine